rac-(R)-7-(sec-butoxy)-2-(1-(fluoromethyl)-2-oxabicyclo[2.1.1]Hexane-4-Yl)imidazo[1,2-a]Pyrimidine [C@@H](C)(CC)OC1=NC=2N(C=C1)C=C(N2)C21COC(C2)(C1)CF |r|